methyl N-methyl-O-phenyl-D-homoserinate CN[C@H](CCOC1=CC=CC=C1)C(=O)OC